C(C)OC(C(C1N(CCN(C1)C(C[C@@H](CC1=C(C=C(C(=C1)F)F)F)N)=O)S(=O)(=O)C)N)=O amino-2-[4-[(3R)-3-amino-4-(2,4,5-trifluorophenyl)butanoyl]-1-methanesulfonyl-piperazin-2-yl]acetic acid ethyl ester